BrC=1C=CC(=C2C(=CNC12)C=O)OC 7-BROMO-4-METHOXYINDOLE-3-CARBOXALDEHYDE